2-(1-(3-cyclohexylphenyl)cyclopropyl)-6-(2-(3'-(trifluoromethyl)-[1,1'-biphenyl]-3-yl)acetyl)-5,6,7,8-tetrahydropyrido[4,3-d]pyrimidin-4(3H)-one C1(CCCCC1)C=1C=C(C=CC1)C1(CC1)C=1NC(C2=C(N1)CCN(C2)C(CC=2C=C(C=CC2)C2=CC(=CC=C2)C(F)(F)F)=O)=O